FC=1C=C(C=CC1F)N1N=NC(=C1)C1=CC=C(C=C1)O 4-[1-(3,4-difluoro-phenyl)-1H-[1,2,3]triazol-4-yl]-phenol